C(N)(=O)C1=[N+](C=CC(=C1)NC(=O)[C@H]1O[C@@]([C@H]([C@H]1C1=C(C(=C(C=C1)F)F)OC(F)F)C)(C(F)(F)F)C)[O-] 2-carbamoyl-4-((2S,3S,4S,5S)-3-(2-(difluoromethoxy)-3,4-difluorophenyl)-4,5-dimethyl-5-(trifluoromethyl)tetrahydrofuran-2-carboxamido)pyridine 1-oxide